2-iodo-1,3,5-trimethylbenzene IC1=C(C=C(C=C1C)C)C